C(#N)C1CN(C1)C1=NN=C(C2=CC=C(C=C12)[N+](=O)[O-])N1C[C@@H](CC1)NC1=NC=C(C=N1)C#N (R)-2-((1-(4-(3-cyanoazetidin-1-yl)-6-nitrophthalazin-1-yl)pyrrolidin-3-yl)amino)pyrimidine-5-carbonitrile